C(CCC)C1=CC=C(C=C1)C#CC1=CC=C(C=C1)C1=C(C=C(C(=C1)F)N=C=S)F 1-[4-[2-(4-Butylphenyl)ethynyl]phenyl]-2,5-difluoro-4-isothiocyanato-benzene